NC1=C(C=2C(=NC(=C(N2)C2CC2)C([2H])([2H])[2H])N1C1=C(C(=CC=C1C)OC)C)C(=O)N 6-amino-2-cyclopropyl-5-(3-methoxy-2,6-dimethyl-phenyl)-3-(trideuteromethyl)pyrrolo[2,3-b]pyrazine-7-carboxamide